4-(aminomethyl)-benzoic acid NCC1=CC=C(C(=O)O)C=C1